4-Difluoromethyl-3-ethylsulfonyl-2-methyl-N-(5-methyl-1,3,4-oxadiazol-2-yl)benzamid FC(C1=C(C(=C(C(=O)NC=2OC(=NN2)C)C=C1)C)S(=O)(=O)CC)F